1-(4-chlorobenzyl)-3-(4-(oxetan-3-yl)phenyl)urea ClC1=CC=C(CNC(=O)NC2=CC=C(C=C2)C2COC2)C=C1